C1(CC1)S(=O)(=O)NC1=NC=CC(=N1)C(C(=O)NC1=NC=C(C=C1)C1=NC(=CN=C1)OCC)(C)C 2-(2-(cyclopropanesulfonamido)pyrimidin-4-yl)-N-(5-(6-ethoxypyrazin-2-yl)pyridin-2-yl)-2-methylpropanamide